2-bromo-N1,N1-bis(4-(tert-butyl)phenyl)-N3-(phenanthren-9-yl)-N3-phenylbenzene-1,3-diamine BrC1=C(C=CC=C1N(C1=CC=CC=C1)C=1C2=CC=CC=C2C=2C=CC=CC2C1)N(C1=CC=C(C=C1)C(C)(C)C)C1=CC=C(C=C1)C(C)(C)C